C(#N)C=1C=C(C(=NC1)OC)S(=O)(=O)NC1=C(C(=C(C=C1)F)COC=1C=C2C(=NC1)NN=C2C)F 5-cyano-N-[2,4-difluoro-3-[([3-methyl-1H-pyrazolo[3,4-b]pyridin-5-yl]oxy)methyl]phenyl]-2-methoxypyridine-3-sulfonamide